N-[3-[[1-(1,3-benzothiazol-2-yl)-2-[3-(N'-hydroxycarbamimidoyl)phenyl]ethyl]sulfamoyl]phenyl]oxazole-5-carboxamide S1C(=NC2=C1C=CC=C2)C(CC2=CC(=CC=C2)C(N)=NO)NS(=O)(=O)C=2C=C(C=CC2)NC(=O)C2=CN=CO2